(S)-3-(3-chloro-4-fluorophenyl)-1-methyl-1-(1-(2-propyl-1-oxo-1,2-dihydroisoquinolin-4-yl)ethyl)urea ClC=1C=C(C=CC1F)NC(N([C@@H](C)C1=CN(C(C2=CC=CC=C12)=O)CCC)C)=O